FC(C(O)C1=CNC2=CC(=CC=C12)C#N)F 3-(2,2-difluoro-1-hydroxyethyl)-1H-indole-6-carbonitrile